N[C@@H](CC(=O)O)C(=O)O.ClC(CN)SCC1=CC=C(C=C1)Cl 2,4-dichloro-2-benzylthioethylamine aspartate